(R)-N-(3-fluoro-4-((3-((1-hydroxypropan-2-yl)amino)-1H-pyrazolo[3,4-b]pyridin-4-yl)oxy)phenyl)-1,3-diisopropyl-2,4-dioxo-1,2,3,4-tetrahydropyrimidine-5-carboxamide FC=1C=C(C=CC1OC1=C2C(=NC=C1)NN=C2N[C@@H](CO)C)NC(=O)C=2C(N(C(N(C2)C(C)C)=O)C(C)C)=O